COC([C@H]([C@@H](C1=CC=CC=C1)C)[N+]#[C-])=O (S,R)-METHYL-2-ISOCYANO-3-METHYL-3-PHENYLPROPIONATE